C(#N)C(C)(C)C=1C=C(C(=O)N[C@@H](C)C=2N(N=CN2)C2=NC=C(C=C2)C#N)C=C(C1)C(F)(F)F 3-(1-cyano-1-methyl-ethyl)-N-[(1S)-1-[2-(5-cyano-2-pyridyl)-1,2,4-triazol-3-yl]ethyl]-5-(trifluoromethyl)benzamide